8-(4-chloro-2-fluoro-phenyl)-6-[(2R,6S)-2-(1-cyclopropylpyrazol-4-yl)-6-methyl-morpholin-4-yl]-2,3-dimethyl-pyrido[3,4-d]pyrimidin-4-one ClC1=CC(=C(C=C1)C1=NC(=CC2=C1N=C(N(C2=O)C)C)N2C[C@H](O[C@H](C2)C)C=2C=NN(C2)C2CC2)F